ClC=1N=C2C(=NC1C1C(C1)(S(=O)(=O)N)C1=C(C=CC=C1OC)OC)N(C=N2)C2=NC(=CC=C2)OCC 5-Chloro-1-(2,6-dimethoxyphenyl)-2-(6-ethoxypyridin-2-yl-1H-imidazo[4,5-b]pyrazin-6-yl)cyclopropanesulfonamide